2-amino-9-hydroxymethyl-3-oxo-3H-phenoxazine-1-carboxylic acid 1-(3-chlorobenzyl)-1H-[1,2,3]triazol-4-ylmethyl ester ClC=1C=C(CN2N=NC(=C2)COC(=O)C2=C(C(C=C3OC4=CC=CC(=C4N=C23)CO)=O)N)C=CC1